FCC(CN(CCC(C(=O)O)NC(CC1=NC=NC=C1)=O)CCCCC1=NC=2NCCCC2C=C1)OC 4-[[3-fluoro-2-methoxy-propyl]-[4-(5,6,7,8-tetrahydro-1,8-naphthyridin-2-yl)butyl]amino]-2-[(2-pyrimidin-4-ylacetyl)amino]butanoic acid